6-chloro-N-(4-fluorophenyl)-2-(2-pyridyl)-5-(trifluoromethyl)-4-pyrimidinamine ClC1=C(C(=NC(=N1)C1=NC=CC=C1)NC1=CC=C(C=C1)F)C(F)(F)F